(3R,4R)-4-((7-(4-chloro-3-fluorophenyl)-5-fluoropyrrolo[2,1-f][1,2,4]triazin-2-yl)amino)-1-(methylsulfonyl)piperidin-3-ol ClC1=C(C=C(C=C1)C1=CC(=C2C=NC(=NN21)N[C@H]2[C@@H](CN(CC2)S(=O)(=O)C)O)F)F